(S)-(tetrahydrofuran-2-yl)4-methylbenzenesulfonate O1[C@H](CCC1)OS(=O)(=O)C1=CC=C(C=C1)C